Dioxinone O1C(COC=C1)=O